1-(5-Methoxy-7,8-dihydro-6H-indeno[5,4-b]thiophen-2-yl)ethane-1-one COC1=CC=2SC(=CC2C=2CCCC12)C(C)=O